OC12CC3(CC(CC(C1)C3)C2)CN2C(C(=CC=C2)NC([C@H](CCC(C(=O)NCC)=O)NC(=O)C2=C(N=NS2)C2CC2)=O)=O (S)-N1-(1-((3-Hydroxy-1-adamantyl)methyl)-2-oxo-1,2-dihydropyridin-3-yl)-2-(4-cyclopropyl-1,2,3-thiadiazol-5-carboxamido)-N6-ethyl-5-oxohexandiamid